C1(CCCCC1)[C@H](NC1=NC(=NC(=N1)C=1C=CC=2N(C1)C(=NC2)C)N)C=2N=C(NC2)C(F)(F)F |o1:6| N4-[(S or R)-cyclohexyl-[2-(trifluoromethyl)-1H-imidazol-4-yl]methyl]-6-(3-methylimidazo[1,5-a]pyridin-6-yl)-1,3,5-triazine-2,4-diamine